BrC1=CC(=NC=N1)OCC12CC(C1)(C2)C(=O)OC Methyl 3-(((6-bromopyrimidin-4-yl)oxy)methyl)bicyclo[1.1.1]pentane-1-carboxylate